Cholesterol Hydrocinnamate C(CCC1=CC=CC=C1)(=O)O[C@@H]1CC2=CC[C@H]3[C@@H]4CC[C@H]([C@@H](CCCC(C)C)C)[C@]4(CC[C@@H]3[C@]2(CC1)C)C